OC(=O)C(F)(F)F.C1N(CC12CNC2)C=2C=C1C(N(C(C1=CC2)=O)C2C(NC(CC2)=O)=O)=O 5-(2,6-diazaspiro[3.3]heptan-2-yl)2-(2,6-dioxopiperidin-3-yl)isoindole-1,3-dione TFA salt